(E)-4-((2',6'-dichloro-4'-(trifluoromethyl)-[1,1'-biphenyl]-4-yl)methylene)-2-methyl-1,2,3,4-tetrahydroacridine-9-carboxylic acid ClC1=C(C(=CC(=C1)C(F)(F)F)Cl)C1=CC=C(C=C1)\C=C\1/CC(CC2=C(C3=CC=CC=C3N=C12)C(=O)O)C